5-((tert-butyldimethylsilyl)oxy)-1-(tetrahydro-2H-pyran-2-yl)-3-(1-((2-(Trimethylsilyl)ethoxy)methyl)-1,4,5,6-tetrahydropyrrolo[3,4-d]imidazol-2-yl)-1H-indazole [Si](C)(C)(C(C)(C)C)OC=1C=C2C(=NN(C2=CC1)C1OCCCC1)C1=NC2=C(N1COCC[Si](C)(C)C)CNC2